CC(CC(=C)C1=CC=C(C=C1)O)(CC(C)(C1=CC=C(C=C1)O)C)C1=CC=C(C=C1)O 4,6-dimethyl-2,4,6-tris-(4-hydroxyphenyl)-heptene